5-[(3S,5R)-3,5-dimethylpiperazin-1-yl]-N-(8-fluoro-2-methyl-imidazo[1,2-a]pyridin-6-yl)-2-(tetrahydrofuran-3-ylmethoxy)quinazoline-8-carboxamide C[C@H]1CN(C[C@H](N1)C)C1=C2C=NC(=NC2=C(C=C1)C(=O)NC=1C=C(C=2N(C1)C=C(N2)C)F)OCC2COCC2